COC=1C=CC(=NC1C)C12CCC(CC1)(CC2)C=O 4-(5-Methoxy-6-methylpyridin-2-yl)bicyclo[2.2.2]octane-1-carbaldehyde